(R)-(4-(4-(difluoromethoxy)pyrazolo[1,5-a]pyridin-2-yl)-6,7-dihydro-1H-imidazo[4,5-c]pyridin-5(4H)-yl)(5-(1,5-dimethyl-1H-pyrazol-4-yl)-1,3,4-oxadiazol-2-yl)methanone FC(OC=1C=2N(C=CC1)N=C(C2)[C@@H]2N(CCC1=C2N=CN1)C(=O)C=1OC(=NN1)C=1C=NN(C1C)C)F